[Si](C)(C)(C(C)(C)C)OC(COC)C1=CC=C(C=N1)NC(=O)[C@@H]1O[C@]([C@H]([C@H]1C1=C(C(=C(C=C1)F)F)OC)C)(C(F)(F)F)C |o1:21,23,24,25| rel-(2R*,3S*,4S*,5R*)-N-(6-(1-((tert-butyldimethylsilyl)oxy)-2-methoxyethyl)pyridin-3-yl)-3-(3,4-difluoro-2-methoxyphenyl)-4,5-dimethyl-5-(trifluoromethyl)tetrahydrofuran-2-carboxamide